(S or R)-5-(2-(3-(5-(tert-butyl)-1H-imidazol-2-yl)-3-(2-(5-fluorothiophen-2-yl)ethyl)pyrrolidin-1-yl)propan-2-yl)-2-methylpyridine C(C)(C)(C)C1=CN=C(N1)[C@@]1(CN(CC1)C(C)(C)C=1C=CC(=NC1)C)CCC=1SC(=CC1)F |o1:9|